Di-octylphosphate C(CCCCCCC)OP(=O)(OCCCCCCCC)[O-]